N1(C=CC=C1)C=1C=CCCC1 5-(1H-pyrrol-1-yl)-1H-benzene